tert-butylamino-cerium C(C)(C)(C)N[Ce]